2-[(2S)-4-[5-chloro-2-(2-fluoro-4-pyridinyl)-6-oxo-1H-pyrimidin-4-yl]piperazin-2-yl]acetonitrile ClC1=C(N=C(NC1=O)C1=CC(=NC=C1)F)N1C[C@@H](NCC1)CC#N